FCCCCC(CCC)F 1,5-difluorooctane